7-((1-((3-(allyloxy)-1-methyl-1H-pyrazol-5-yl)methyl)piperidin-4-yl)oxy)thieno[3,2-b]pyridine C(C=C)OC1=NN(C(=C1)CN1CCC(CC1)OC1=C2C(=NC=C1)C=CS2)C